(2-chloro-3-methoxy-phenyl)-[7-[(4-methoxyphenyl)methoxy]-1,3,4,6,9,9a-hexahydropyrido[1,2-a]pyrazin-2-yl]methanone ClC1=C(C=CC=C1OC)C(=O)N1CC2N(CC1)CC(=CC2)OCC2=CC=C(C=C2)OC